3,5,7-trichlorothieno[3,2-b]pyridine ClC1=CSC=2C1=NC(=CC2Cl)Cl